N1CC(C1)C1=C2CCNCC2=CC(=C1)[N+](=O)[O-] 5-(Azetidin-3-yl)-7-nitro-1,2,3,4-tetrahydroisoquinoline